N-(4-(1,1,1,3,3,3-hexafluoro-2-hydroxypropan-2-yl)phenyl)-[1,1-biphenyl]-2-carboxamide FC(C(C(F)(F)F)(O)C1=CC=C(C=C1)NC(=O)C=1C(=CC=CC1)C1=CC=CC=C1)(F)F